5-chloro-2-(4-fluoro-2-hydroxybenzyl)-4-(trifluoromethyl)benzoic acid methyl ester COC(C1=C(C=C(C(=C1)Cl)C(F)(F)F)CC1=C(C=C(C=C1)F)O)=O